C[C@H]1[C@H]([C@H]([C@@H]([C@@H](O1)OC[C@@H]2[C@@H]([C@@H]([C@H]([C@H](O2)O)O)O)O)O)O)O The molecule is a disaccharide that is alpha-D-galactopyranose in which the hydroxy group at position 6 has been converted into the corresponding alpha-L-fucoside. It is a glycoside and a glycosylgalactose. It derives from an alpha-D-galactose and an alpha-L-fucose.